NCC1CCN(CC1)C(=O)C1=C(C=C(C=C1)NC=1C=2N(C=CN1)C(=CN2)C2=C(C(=C(C=C2)OC)F)F)Cl (4-(aminomethyl)piperidin-1-yl)(2-chloro-4-((3-(2,3-difluoro-4-methoxyphenyl)imidazo[1,2-a]pyrazin-8-yl)amino)phenyl)methanone